ClC1=C(C=CC=C1N)C1=C(C(=CC=C1)N)C 2-chloro-2'-methylbiphenyl-3,3'-diamine